NC1=NC(=CC(=N1)N1CCC2(C[C@H](NC2)C(=O)O)CC1)O[C@@H](C(F)(F)F)C=1C=C(C=CC1N1N=C(C=C1)C)C1=CC(=C(C=C1)C)C (S)-8-(2-amino-6-((R)-1-(3',4'-dimethyl-4-(3-methyl-1H-pyrazol-1-yl)-[1,1'-biphenyl]-3-yl)-2,2,2-trifluoroethoxy)pyrimidin-4-yl)-2,8-diazaspiro[4.5]decane-3-carboxylic acid